C(#N)C1=C(C=C2C(=N1)NC=C2)N2CCN(CC2)C(=O)OC(C)(C)C 1-Tert-butyl 4-(6-cyano-1H-pyrrolo[2,3-b]pyridin-5-yl)piperazine-1-carboxylate